The molecule is a substituted aniline in which the aniline ring carries 4-hydroxy and 2,6-dimethyl substituents; a urinary metabolite of lidocaine. It has a role as a drug metabolite. It is a substituted aniline and a member of phenols. CC1=CC(=CC(=C1N)C)O